N-(4-amino-2-methylquinolin-6-yl)-2-(4-(5-fluoro-2-(3,4,5-trimethyloxyphenyl)pyrimidin-4-yl)piperazin-1-yl)acetamide NC1=CC(=NC2=CC=C(C=C12)NC(CN1CCN(CC1)C1=NC(=NC=C1F)C1=CC(=C(C(=C1)OC)OC)OC)=O)C